7-((2-fluorobenzyl)oxy)-4-trifluoromethyl-2H-1-benzopyran-2-one FC1=C(COC2=CC3=C(C(=CC(O3)=O)C(F)(F)F)C=C2)C=CC=C1